tert-Butyl 3-((2-((2,4-dichlorophenoxy)methyl)pyridin-4-yl)methyl)azetidine-1-carboxylate ClC1=C(OCC2=NC=CC(=C2)CC2CN(C2)C(=O)OC(C)(C)C)C=CC(=C1)Cl